tert-butyl 2-(7-((tert-butoxycarbonyl)(4-(pyridin-2-yl)benzyl)amino)-3-cyclopropylpyrazolo[1,5-a]pyrimidin-5-yl)-2,7-diazaspiro[3.5]nonane-7-carboxylate C(C)(C)(C)OC(=O)N(C1=CC(=NC=2N1N=CC2C2CC2)N2CC1(C2)CCN(CC1)C(=O)OC(C)(C)C)CC1=CC=C(C=C1)C1=NC=CC=C1